FC=1N=C(SC1CN1C(CC(CC1)OCC1=NOC(=N1)C)C)NC(C)=O N-[4-fluoro-5-[[2-methyl-4-[(5-methyl-1,2,4-oxadiazol-3-yl)methoxy]piperidin-1-yl]methyl]-1,3-thiazol-2-yl]acetamide